ClC(C1=NC(=NO1)C1=CC(=C(CP(NC)(=O)C)C=C1)F)(F)F P-(4-(5-(chlorodifluoromethyl)-1,2,4-oxadiazol-3-yl)-2-fluorobenzyl)-N,P-dimethylphosphinic amide